CN1C[C@@H](CCC1)NC=1N=NC(=C2C1C=NC=C2)C2=C(C=C(C=C2)C(F)(F)F)O (R)-2-(4-((1-methylpiperidin-3-yl)amino)pyrido[3,4-d]pyridazin-1-yl)-5-(trifluoromethyl)phenol